BrC1=C(C=C(C=C1)C1=NC(=C2C(=N1)N(N=C2CC)C)NCC2=CC=C(C=C2)F)C(O)C2=CC=CC=C2 (2-bromo-5-(3-ethyl-4-((4-fluorobenzyl)amino)-1-methyl-1H-pyrazolo[3,4-d]pyrimidin-6-yl)phenyl)(phenyl)methanol